methyl 2-amino-5-bromo-3-fluorobenzoate NC1=C(C(=O)OC)C=C(C=C1F)Br